5-bromo-2-chloro-N-cyclopropyl-N-(cyclopropylmethyl)nicotinamide BrC=1C=NC(=C(C(=O)N(CC2CC2)C2CC2)C1)Cl